Cl.C(#C)C=1C(=NC(=NC1)N[C@H]1CNCC1)OC (R)-5-ethynyl-4-methoxy-N-(pyrrolidin-3-yl)pyrimidin-2-amine HCl salt